C(C)(C)(C)C1(CC(=CC2=C1OP(OC1=C2C=C(C=C1C(C)(C)C)OC)O[C@@H](CP1[C@H](CC[C@@H]1C1=CC=CC=C1)C1=CC=CC=C1)C)OC)[2H] 4,8-di-tert-butyl-6-(((R)-1-((2R,5R)-2,5-diphenylphospholan-1-yl)propan-2-yl)oxy)-2,10-dimethoxydibenzo[d,f][1,3,2]dioxaphosphepin-4-d